benzyl (S)-6'-(4-(methoxycarbonyl) phenyl)-5-methyl-3',6'-dihydro-[2,4'-bipyridine]-1'(2'H)-carboxylate COC(=O)C1=CC=C(C=C1)[C@@H]1C=C(CCN1C(=O)OCC1=CC=CC=C1)C1=NC=C(C=C1)C